C(C)(C)(C)OC(=O)N1CCC(CC1)([N+](=O)[O-])C12CC(C1)C2 4-(1-bicyclo[1.1.1]pentyl)-4-nitro-piperidine-1-carboxylic acid tert-butyl ester